(S)-N-(8-((2,6-dimethylbenzyl)amino)-2,3-dimethylimidazo[1,2-a]pyridin-6-yl)azetidine-2-carboxamide hydrochloride Cl.CC1=C(CNC=2C=3N(C=C(C2)NC(=O)[C@H]2NCC2)C(=C(N3)C)C)C(=CC=C1)C